2-(dimethylamino)-1-(6-fluoro-1H-indol-3-yl)ethan-1-one CN(CC(=O)C1=CNC2=CC(=CC=C12)F)C